CN1C(=CC2=C(C=CC=C12)C)C(=O)N[C@H]1C[C@H](CCC1)NC1=CC(=NC2=CC=CC=C12)C(F)(F)F 1,4-dimethyl-N-[(1R,3S)-3-{[2-(trifluoromethyl)quinolin-4-yl]amino}cyclohexyl]-1H-indole-2-carboxamide